3-(4-fluorophenyl)-1-isopropyl-2,4-dioxo-pyrimidine-5-carboxylic acid FC1=CC=C(C=C1)N1C(N(C=C(C1=O)C(=O)O)C(C)C)=O